6-tert-butyl-p-allylphenol C(C)(C)(C)C1=CC(=CC=C1O)CC=C